ClC1=CC(=CC(=C1)OCCCCCCC)Cl 1,3-dichloro-5-heptyloxy-benzene